FC1=CC=C(C=C1)C=1C=C2C(=NC=NC2=C(C1)OCC(=O)NC1C(CCC1)C(=O)[O-])NCC=1N=NC(=CC1)C 2-(2-((6-(4-fluorophenyl)-4-(((6-methylpyridazin-3-yl)methyl)amino)quinazolin-8-yl)oxy)acetamido)cyclopentane-1-carboxylate